N-Hydroxyethyl-N'-methylpiperazine OCCN1CCN(CC1)C